COCCCOC=1C=CC(=NC1)N 5-(3-methoxypropoxy)pyridine-2-amine